C(C)(=O)N(N(C(=O)C1=CC=2C3=C(C(=NC2C=C1)N)C=NN3C)CC3=NC=C(C=C3)C(F)(F)F)C N'-acetyl-4-amino-N',1-dimethyl-N-((5-(trifluoromethyl)pyridin-2-yl)methyl)-1H-pyrazolo[4,3-c]quinoline-8-carbohydrazide